FC(C1=NN=C(O1)C=1C(=NC(=NC1)NC1=CC(=C(C=C1)S(=O)(=O)C)F)N[C@H](CO)C1=CC=CC=C1)F (2S)-2-[[5-[5-(difluoromethyl)-1,3,4-oxadiazol-2-yl]-2-(3-fluoro-4-methylsulfonyl-anilino)pyrimidin-4-yl]amino]-2-phenyl-ethanol